5-(Difluoromethyl)-6,8-difluoro-7-(6-fluoro-3-pyridyl)pyrido[4,3-b]indole FC(N1C2=C(C=3C=C(C(=C(C13)F)C=1C=NC(=CC1)F)F)C=NC=C2)F